ClC=1SC=C(N1)CN1C=CC=C2C1=NC(N(C2=O)C2CC2)=O 8-((2-chlorothiazol-yl)methyl)-3-cyclopropylpyrido[2,3-d]pyrimidine-2,4(3H,8H)-dione